BrC1=CC2=C(O1)C=CC1=CC=CC=C12 2-bromonaphtho[2,1-b]furan